2,2,5,5-Tetramethyloxolane-3-carboxylic acid CC1(OC(CC1C(=O)O)(C)C)C